FC=1C(=NC=CC1)CNC1=NC=CC2=C1N=C(O2)CCNCCC2=NC1=C(N2CCOC(C)C)C=CC=C1 N-((3-fluoropyridin-2-yl)methyl)-2-(2-((2-(1-(2-isopropoxyethyl)-1H-benzo[d]imidazol-2-yl)ethyl)amino)ethyl)oxazolo[4,5-c]pyridin-4-amine